CC(CC(=O)N1[C@@H](CCCC1)C1=NC(=NO1)CCCC1=CC=CC=C1)C (S)-3-methyl-1-(2-(3-(3-phenylpropyl)-1,2,4-oxadiazol-5-yl)piperidin-1-yl)butan-1-one